O1C(=CC2=C1C=CC=C2)[C@H](C)N[S@](=O)C(C)(C)C (R)-N-((S)-1-(benzofuran-2-yl)-ethyl)-2-methylpropane-2-sulfinamide